BrC=1C(=NC=2N(C1)N=CC2C(=O)OCC)N[C@H](C)C=2C(=NC=C(C2)F)O Ethyl (R)-6-bromo-5-((1-(5-fluoro-2-hydroxypyridin-3-yl)ethyl)amino)pyrazolo[1,5-a]pyrimidin-3-carboxylate